FC1=CC=C(C=C1)C1=C(C=C2C(NC(C2=C1)=O)([2H])[2H])OC([2H])([2H])C=1C=NN(C1)C 6-(4-fluorophenyl)-5-((1-methyl-1H-pyrazol-4-yl)methoxy-d2)isoindolin-1-one-3,3-d2